C(CCCCCCC\C=C/C\C=C/CCCCC)OCC(CN1CCOCC1)OCCCCCCCC\C=C/C\C=C/CCCCC 1,2-dilinoleyloxy-3-morpholinopropane